2-(Methylthio)ethyl 5-(3-(4-carbamoylphenyl)-N-methylpyrazolo[1,5-a]pyridine-5-carboxamido)-2-chlorobenzoate C(N)(=O)C1=CC=C(C=C1)C=1C=NN2C1C=C(C=C2)C(=O)N(C)C=2C=CC(=C(C(=O)OCCSC)C2)Cl